C(CC)(=O)ON=C(C(C)=O)C 3-propionyloxyiminobutan-2-one